3-Fluoro-2'-(6-fluoro-1-(2-hydroxy-2-methylpropyl)-1,3-dihydroisobenzofuran-5-yl)-[1,1'-biphenyl] FC=1C=C(C=CC1)C1=C(C=CC=C1)C=1C=C2COC(C2=CC1F)CC(C)(C)O